[Na].C=C1C(C(=C(C2=CC=CC=C12)S(=O)(=O)O)C)C methylenebis(methyl)naphthalenesulfonic acid sodium